NC(=C)C1=CC=C(C=C1)S(=O)(=O)CC (R)-2-amino-2-(4-(ethylsulfonyl)phenyl)ethaneN